C(C)(C)C1C=2C3=C(N(N=C3CCN1C)C1=NNC=C1)N=C(C2)N2[C@@H](COCC2)C (3R)-4-(6-isopropyl-7-methyl-2-(1H-pyrazol-3-yl)-6,7,8,9-tetrahydro-2H-1,2,3,7-tetraazabenzo[cd]azulen-4-yl)-3-methylmorpholine